methyl 2-((1-(3,6-dimethyl-2-((S)-2-methylmorpholino)-4-oxo-3,4-dihydroquinazolin-8-yl)ethyl)amino)benzoate CN1C(=NC2=C(C=C(C=C2C1=O)C)C(C)NC1=C(C(=O)OC)C=CC=C1)N1C[C@@H](OCC1)C